NCC=1C=C(C(=CC1)O)O 4-(aminomethyl)benzene-1,2-diol